ClC=1C(=C(CN2[C@@H](C[C@@](CC2)(C(=O)O)CC2=NC(=CC(=C2F)C(C)C)NC2=NNC(=C2)C)CC)C=CC1)F (2R,4R)-1-(3-chloro-2-fluorobenzyl)-2-ethyl-4-((3-fluoro-4-isopropyl-6-((5-methyl-1H-pyrazol-3-yl)amino)pyridin-2-yl)methyl)piperidine-4-carboxylic acid